CN(C)C=C1C[C@H](N(CC1=O)C(=O)OC(C)(C)C)C tert-butyl 4-(dimethylaminomethylene)-(2R)-2-methyl-5-oxo-piperidine-1-carboxylate